C1(C=2C(C(N1C(C(=O)O)CCC(=O)O)=O)=CC=CC2)=O phthalimidoglutaric acid